1-[trans-4-cyanotetrahydropyran-3-yl]-3-[(1-hydroxy-7-methyl-3H-2,1-benzoxaborol-5-yl)amino]pyrazole-4-carboxamide C(#N)[C@H]1[C@@H](COCC1)N1N=C(C(=C1)C(=O)N)NC=1C=C(C2=C(COB2O)C1)C